CN1N=CC=C1C1=C(N=NC(=C1)N1[C@@H](COCC1)C)C#N (R)-4-(1-methyl-1H-pyrazol-5-yl)-6-(3-methylmorpholinyl)pyridazin-3-carbonitrile